((4-((S)-2-(4-chloro-2-fluorophenyl)-2-methylbenzo[d][1,3]dioxol-4-yl)piperidin-1-yl)methyl)-N-methyl-3-(((S)-oxetan-2-yl)methyl)-3H-imidazo[4,5-c]pyridin ClC1=CC(=C(C=C1)[C@@]1(OC2=C(O1)C=CC=C2C2CCN(CC2)CC2N(C1=C(C=NC=C1)N2C[C@H]2OCC2)C)C)F